C1(CC1)C(=O)NC1=CC(=C(N=N1)C(=O)NC)NC1=C(C(=CC=C1)C1=NN(C=N1)C)OC([2H])([2H])[2H] 6-(Cyclopropanecarboxamido)-4-((2-(methoxy-d3)-3-(1-methyl-1H-1,2,4-triazol-3-yl)phenyl)amino)-N-methylpyridazine-3-carboxamide